C1(CCCCCCC1)NC(=O)C=1NC=C(C1)C=1C=NC=CC1 N-cyclooctyl-4-(pyridin-3-yl)-1H-pyrrole-2-carboxamide